6-(HYDROXYMETHYL)NAPHTHALENE-2-BORONIC ACID OCC=1C=C2C=CC(=CC2=CC1)B(O)O